CC1(OB(OC1(C)C)C1=CC=C(C=C1)N1CCN(CC1)C(C(=O)OCC)C)C Ethyl 2-(4-(4-(4,4,5,5-tetramethyl-1,3,2-dioxaborolan-2-yl)phenyl)piperazin-1-yl)propanoate